ClC1=C(C(=O)NNC(=O)C=2C=CC(=C(C2)C#CC=2C=CC(=NC2)NC(=O)C2CC2)C)C(=CC=C1)C Cyclopropanecarboxylic acid (5-{5-[N'-(2-chloro-6-methylbenzoyl)hydrazinecarbonyl]-2-methyl-phenylethynyl}-pyridin-2-yl)amide